2-(1-propenylpiperidin-3-ylamino)-4-(1-methyl-1H-pyrazol-4-ylamino)-6,7-dihydro-5H-pyrrolo[3,4-d]pyrimidin-5-one C(=CC)N1CC(CCC1)NC=1N=C(C2=C(N1)CNC2=O)NC=2C=NN(C2)C